(5-cyclopropylthieno[2,3-b]pyridin-2-yl)methanoL C1(CC1)C=1C=C2C(=NC1)SC(=C2)CO